CS(=O)(=O)C1=CC=C(C=C1)N[C@@H](CO)C(=O)[O-].[Ca+2].CS(=O)(=O)C1=CC=C(C=C1)N[C@@H](CO)C(=O)[O-] calcium (2S,3R)-p-methylsulfonylphenylserine salt